C(C)(C)C1OCCN1 2-isopropyloxazolidin